C(CC)S(=O)(=O)[O-] 1-PropaneSulfonate